isoxazole-3-carboxylic acid hydroxyamide ONC(=O)C1=NOC=C1